CO[C@H]1[C@@H](CCC1)NC1=N\C(\C(N1C)=O)=C/C1=CC2=C(N=CN2C)C=C1 (5Z)-2-[[(1R,2R)-2-Methoxycyclopentyl]amino]-3-methyl-5-[(3-methylbenzimidazol-5-yl)methylene]imidazol-4-one